CC=1N=C(C2=C(N1)C=NC(=C2)N)N 2-methylpyrido[3,4-d]pyrimidine-4,6-diamine